C(N)(OC1[C@H](N(CCC1)C=1C2=C(N=C(N1)Cl)C(=C(N=C2)Cl)F)C(C)(C)C)=O (R)-tert-butyl-(1-(2,7-dichloro-8-fluoropyrido[4,3-d]pyrimidin-4-yl) piperidin-3-yl) carbamate